C(C)(C)(C)OC(=O)N1CC2=CC(=CC=C2C2(C1)CC2)[N+](=O)[O-] 7'-nitro-1'H-spiro[cyclopropane-1,4'-isoquinoline]-2'(3'h)-carboxylic acid tert-butyl ester